(3R,7S)-12-(benzyloxy)-3-(hydroxymethyl)-1,11-dioxo-N-(2,4,6-trifluorobenzyl)1,4,5,6,7,11-hexahydro-3H-2,7-methanopyrido[1,2-a][1,4]diazonine-10-carboxamide C(C1=CC=CC=C1)OC=1C(C(=CN2C1C(N1[C@H](CCC[C@H]2C1)CO)=O)C(=O)NCC1=C(C=C(C=C1F)F)F)=O